(2-((5-chloro-2-((2,3-dihydro-1H-inden-2-yl)amino)pyrimidin-4-yl)amino)phenyl)dimethylphosphine ClC=1C(=NC(=NC1)NC1CC2=CC=CC=C2C1)NC1=C(C=CC=C1)P(C)C